ethan-1-amine HCl salt Cl.C(C)N